NC=1C(=C(C(=CC1)F)CC(=O)[O-])F 3-amino-2,6-difluorophenylacetate